BrC1=C(C=C(S1)C(=O)NC1=C(C=2N(C=C1)C=C(N2)C)F)F 5-bromo-4-fluoro-N-[8-fluoro-2-methylimidazo[1,2-a]pyridin-7-yl]thiophene-2-carboxamide